C(C)(C)(C)C(=O)NC1=C(C(=CC=C1)Cl)B(O)O 2-(TERT-BUTYLCARBONYLAMINO)-6-CHLOROPHENYLBORONIC ACID